CCCCCCCCCCCCCCCC(=O)OCC(CSC[C@@H](C(=O)N[C@@H](CO)C(=O)N[C@@H](CCCCN)C(=O)N[C@@H](CCCCN)C(=O)N[C@@H](CCCCN)C(=O)N[C@@H](CCCCN)C(=O)O)NC(=O)CCCCCCCCCCCCC)OC(=O)CCCCCCCCCCCCCCC The molecule is a triacyl lipopeptide that is N-palmitoyl-Cys-Ser-Lys-Lys-Lys-Lys in which the side-chain thiol hydrogen on the Cys residue has been replaced by a 2,3-bis(palmitoyloxy)propyl group. It has a role as a Toll-like receptor 2 agonist, a neuroprotective agent and an antineoplastic agent. It is a triacyl lipopeptide, a pentapeptide and a lipopeptide antibiotic.